C1(CC1)NCC1CN(C1)C=1N=CC(=NC1)C(=O)NC=1C(=C(C=2N(C1)C=C(N2)C)C)F 5-[3-[(cyclopropylamino)methyl]azetidin-1-yl]-N-(7-fluoro-2,8-dimethyl-imidazo[1,2-a]pyridin-6-yl)pyrazine-2-carboxamide